OC[C@H](C1=CC=CC=C1)NC1=CC(=NC=C1C(=O)O)NC=1C=C2C(N(C(C2=CC1)=O)C)(C)C (S)-4-((2-hydroxy-1-phenylethyl)amino)-6-((2,3,3-trimethyl-1-oxoisoindolin-5-yl)amino)nicotinic acid